CC1=C(C=C(C=C1)S(=O)(=O)N)C=1N=CN(C1)C 4-methyl-3-(1-methylimidazol-4-yl)benzenesulfonamide